N-(3-(4-(2-acetamidopyridin-4-yl)-1-methyl-2-(methylthio)-1H-imidazol-5-yl)phenyl)-6-fluoro-3-hydroxy-2-((1-oxoisoindolin-2-yl)methyl)benzamide C(C)(=O)NC1=NC=CC(=C1)C=1N=C(N(C1C=1C=C(C=CC1)NC(C1=C(C(=CC=C1F)O)CN1C(C2=CC=CC=C2C1)=O)=O)C)SC